7-Fluoro-5-nitro-3H-spiro[benzo[b][1,4]dioxine-2,1'-cyclopropane]-8-d1 FC=1C=C(C2=C(OC3(CC3)CO2)C1[2H])[N+](=O)[O-]